C1(CCCCC1)CC[C@@H](CC(=O)O)NC(=O)C1=NN(C(=C1)C1=C(C=CC=C1OC)OC)C1CCCC1 (S)-5-cyclohexyl-3-(1-cyclopentyl-5-(2,6-dimethoxyphenyl)-1H-pyrazole-3-carboxamido)pentanoic acid